N-(3-Hydroxy-2,6-dimethylphenyl)-2-((4-methyl-1-(phenylsulfonyl)-1H-pyrazol-3-yl)amino)thiazole-5-carboxamide OC=1C(=C(C(=CC1)C)NC(=O)C1=CN=C(S1)NC1=NN(C=C1C)S(=O)(=O)C1=CC=CC=C1)C